C1(CC1)S(=O)(=O)C=1C=C2CNC(C2=CC1)C(=O)NC1=CC=C(C=C1)C(C(F)(F)F)(C(F)(F)F)O 5-(Cyclopropylsulfonyl)-N-[4-(1,1,1,3,3,3-hexafluoro-2-hydroxypropan-2-yl)phenyl]-2,3-dihydro-1H-isoindol-1-carboxamid